(NE)-2-methyl-N-[1-[3-[2-(trifluoromethyl)-4-pyridinyl]isoxazol-5-yl]ethylidene]propane-2-sulfinamide CC(C)(C)S(=O)/N=C(\C)/C1=CC(=NO1)C1=CC(=NC=C1)C(F)(F)F